Dibenzyl ((2s,4a'r,7'r,8's,8a'r)-2',2'-dimethyl-8'-(4-(3,4,5-trifluorophenyl)-1H-1,2,3-triazol-1-yl) octahydro-4'H-spiro[pyran-2,6'-pyrano[3,2-d][1,3]dioxin]-7'-yl) phosphate P(=O)(OCC1=CC=CC=C1)(OCC1=CC=CC=C1)O[C@@H]1[C@H]([C@H]2OC(OC[C@H]2O[C@]12OCCCC2)(C)C)N2N=NC(=C2)C2=CC(=C(C(=C2)F)F)F